C(C)(C)(C)OC(=O)N[C@H](C)C1=CC=C2C(=N1)NC(=C2)C2=NC1=C(N2C)C(=CC(=C1)C(=O)OC(C)C)OC isopropyl 2-[6-[(1R)-1-(tert-butoxycarbonylamino)ethyl]-1H-pyrrolo[2,3-b]pyridin-2-yl]-7-methoxy-1-methyl-benzimidazole-5-carboxylate